[U].[Th] Thorium-Uranium